OC1=C(C=C(C=C1)C1=CC=C(C2=CC=CC=C12)O)C 4-(4-hydroxy-3-methylphenyl)-1-naphthol